R-1,4,2-dioxazol-5-one O1N=COC1=O